CN(CCCCCCC(=O)O)CCOCCOCCNC(=O)C=1C=C2C=3C(N(C2=CC1)C1=NC=CC(=C1)C(F)(F)F)=NN(C3)C 7-[methyl-(2-{2-[2-({2-methyl-8-[4-(trifluoromethyl)pyridin-2-yl]-2H,8H-pyrazolo[3,4-b]indol-5-yl}formamido)ethoxy]ethoxy}ethyl)amino]heptanoic acid